C(C)(C)(C)OC(NCC(NC1=CC=C(C=C1)CO)=O)=O [(4-hydroxymethyl-phenylcarbamoyl)-methyl]-carbamic acid tert-butyl ester